(2-hydroxyethoxy)-1-propanol OCCOC(CC)O